FC(S(=O)(=O)N(S(=O)(=O)C(F)(F)F)C1=CC=CC=C1)(F)F trifluoro-N-phenyl-N-(trifluoromethylsulfonyl)methanesulfonamide